FC=1C=C(C=CC1OC(F)(F)F)CN1[C@H](CN(CC1)C(=O)OC(C)(C)C)C=O tert-Butyl (3R)-4-{[3-fluoro-4-(trifluoromethoxy)phenyl]methyl}-3-formylpiperazine-1-carboxylate